C(C)OC(=O)C1=CN(C2=NC(=CC=C2C1=O)Cl)C1=NC=NS1 7-chloro-4-oxo-1-(1,2,4-thiadiazol-5-yl)-1,4-dihydro-1,8-naphthyridine-3-carboxylic acid ethyl ester